(R)-1-(4-acetyl-3-(3-chloro-5-(2-methyl-2H-tetrazol-5-yl)phenyl)piperazin-1-yl)-2-chloroethan-1-one C(C)(=O)N1[C@@H](CN(CC1)C(CCl)=O)C1=CC(=CC(=C1)C=1N=NN(N1)C)Cl